N1C(=CC=C1)C(=O)NN pyrrolehydrazide